C(CCCCCCCCCCCCCCC)C(OP(OC[C@@H](CO)O)(=O)O)C[N+](C)(C)C hexadecyl-sn-glycero-3-phosphorylcholine